O=C1C(=C(C=NN1)N[C@H](CONC(CC=1CCN(CC1)C1=NC=C(C=N1)C(F)(F)F)=O)C)C(F)(F)F (S)-N-(2-((6-oxo-5-(trifluoromethyl)-1,6-dihydropyridazin-4-yl)amino)propoxy)-2-(1-(5-(trifluoromethyl)Pyrimidin-2-yl)-1,2,3,6-tetrahydropyridin-4-yl)acetamide